2-METHYL-2-ETHYLBUTYRIC ACID CC(C(=O)O)(CC)CC